(aminomethyl)-1,2,4-oxadiazol NCC1=NOC=N1